ClC1=NC=C(N=C1)C=1C=NC(=CC1)OC(C(C)(F)F)CC 2-chloro-5-[6-(1-ethyl-2,2-difluoro-propoxy)-3-pyridyl]pyrazine